2,5-furandicarboxylat O1C(=CC=C1C(=O)[O-])C(=O)[O-]